oxovanadium O=[V]